Cl.COC1=C(C=C(C(=C1)SC)OC)CCN 2-(2,5-dimethoxy-4-(methylthio)phenyl)ethan-1-amine hydrochloride